COC1=C(C=C(C=C1)[C@@H]1CC[C@H](CC1)CN(C(=O)[C@@H]1CC[C@H](CC1)OCCOC)C1=CC(=CC=C1)C1=CN=C(S1)OC)C trans-N-((trans-4-(4-Methoxy-3-methylphenyl)cyclohexyl)methyl)-4-(2-methoxyethoxy)-N-(3-(2-methoxythiazol-5-yl)phenyl)cyclohex-anecarboxamide